2-(3-Chloro-4-hydroxy-anilino)-2-methyl-propionitrile ClC=1C=C(NC(C#N)(C)C)C=CC1O